CN(C)CC1=NN=C(C2=CC(=CC=C12)N1CCOCC1)N[C@H](C)C1=C(C(=CC=C1)C(F)(F)F)C (R)-4-((dimethylamino)methyl)-N-(1-(2-methyl-3-(trifluoromethyl)phenyl)ethyl)-7-morpholino-phthalazin-1-amine